(2R,5S)-2,5-dimethyl-1-(1-(3-(trifluoromethyl)bicyclo[1.1.1]pentan-1-yl)propyl)piperazine TFA salt OC(=O)C(F)(F)F.C[C@H]1N(C[C@@H](NC1)C)C(CC)C12CC(C1)(C2)C(F)(F)F